FC1=C(C=CC=C1)CSSC methyl [(2-fluorophenyl)methyl] disulfide